(S)-2-(4-(4-chlorophenyl)-2,3,9-trimethyl-6H-thieno[3,2-f][1,2,4]triazolo[4,3-a][1,4]diazepin-6-yl)acetic acid ClC1=CC=C(C=C1)C1=N[C@H](C=2N(C3=C1C(=C(S3)C)C)C(=NN2)C)CC(=O)O